2-bromo-5-(trifluorometh-yl)pyridine BrC1=NC=C(C=C1)C(F)(F)F